ClC1=C(C=CC=C1)NC(=S)NNC(C1=CC(=C(C(=C1)OC)OC)OC)=O N1-(2-chlorophenyl)-2-(3,4,5-trimethoxybenzoyl)-hydrazine-1-carbothioamide